L-lysine hydrochloride hydrogensulfate S(=O)(=O)(O)O.Cl.N[C@@H](CCCCN)C(=O)O